C(CCCCCCCCCCC)NC(=O)N[C@H](CC(N)=O)C(=O)N[C@@H](C)C(=O)OC Methyl (dodecylcarbamoyl)-D-asparaginyl-L-alaninate